N[C@@H]1C(N(C2=C(OC1)C=C(C=C2)O)C)=O (S)-3-amino-8-hydroxy-5-methyl-2,3-dihydrobenzo[b][1,4]oxazepine-4(5H)-one